6-(cyclopropanecarboxamido)-4-((2-methoxy-3-(1-((3R,4S)-4-(methoxy-d3)tetrahydrofuran-3-yl)-1H-pyrazol-4-yl)phenyl)amino)nicotinamide C1(CC1)C(=O)NC1=NC=C(C(=O)N)C(=C1)NC1=C(C(=CC=C1)C=1C=NN(C1)[C@@H]1COC[C@H]1OC([2H])([2H])[2H])OC